2-(4-ethoxyphenyl)-N-(3-(2-methylpiperidin-1-yl)propyl)quinoline-4-carboxamide C(C)OC1=CC=C(C=C1)C1=NC2=CC=CC=C2C(=C1)C(=O)NCCCN1C(CCCC1)C